C(CCC)C=1N(C=CN1)S(=O)(=O)N(C)C 2-butyl-N,N-dimethyl-imidazole-1-sulfonamide